FC=1C(=C(C#N)C=CC1F)OC 3,4-difluoro-2-methoxybenzonitrile